bis(4-fluorobenzoyl)-trimethylhexanediamine FC1=CC=C(C(=O)C(C(N)(N)C(C2=CC=C(C=C2)F)=O)CCCC(C)(C)C)C=C1